COC=1C=C(C=CC1)C1=NOC(=N1)N1CCC(CC1)C(=O)O 1-(3-(3-Methoxyphenyl)-1,2,4-oxadiazol-5-yl)piperidine-4-carboxylic acid